2'-(5-Phenyl-1H-imidazol-2-yl)-N-(tetrahydro-2H-pyran-4-yl)-3,4'-bipyridin-5-amin C1(=CC=CC=C1)C1=CN=C(N1)C1=NC=CC(=C1)C=1C=NC=C(C1)NC1CCOCC1